3-(Methanesulfonyl)-4-(trifluoromethyl)benzamide CS(=O)(=O)C=1C=C(C(=O)N)C=CC1C(F)(F)F